Cl.CC1(OC2=C(CNC1)C=NC=C2)C 2,2-dimethyl-2,3,4,5-tetrahydropyrido[3,4-f][1,4]oxazepine, hydrochloride